(+)-(3S,3AS,6R,7AR)-perhydro-3,6-dimethyl-benzo[B]furan C[C@H]1[C@H]2[C@H](OC1)C[C@@H](CC2)C